2-(3,5-dihydroxyl-4-isopropylphenyl)-3-phenylacrylic acid OC=1C=C(C=C(C1C(C)C)O)C(C(=O)O)=CC1=CC=CC=C1